C(#N)C1=C(C=CC(=C1)C#CC)S(=O)(=O)N1C[C@@H]([C@@](C1)(CO)O)OC1=CC(=C(C#N)C=C1)F 4-(((3S,4R)-1-((2-cyano-4-(prop-1-yn-1-yl)phenyl)sulfonyl)-4-hydroxy-4-(hydroxymethyl)pyrrolidin-3-yl)oxy)-2-fluorobenzonitrile